C(C1=CC=CC=C1)N1C=NC2=C1C=C(C=C2)C2=NNC(=C2)NC(C2=CC=C(C=C2)N2CCN(CC2)CCO)=O N-(3-(1-benzyl-1H-benzo[d]imidazol-6-yl)-1H-pyrazol-5-yl)-4-(4-(2-hydroxyethyl)piperazin-1-yl)benzamide